6-phenyl-3,4-dihydroquinoxalin-2(1H)-one C1(=CC=CC=C1)C=1C=C2NCC(NC2=CC1)=O